C(#N)C1=CC(=C(CN2CCN(CC2)C(=O)OC2=CC=C(C=C2)C(NCCCC(=O)NCCO)=O)C=C1C1CC1)OCC 4-((4-((2-hydroxyethyl)amino)-4-oxobutyl)carbamoyl)phenyl 4-(4-cyano-5-cyclopropyl-2-ethoxybenzyl)piperazine-1-carboxylate